rac-tert-butyl (4'-fluoro-3-(4-((1S,3R)-1-oxido-3-phenyl-4,5-dihydro-3H-1λ6-isothiazol-1-yl)benzamido)-[1,1'-biphenyl]-4-yl)carbamate FC1=CC=C(C=C1)C1=CC(=C(C=C1)NC(OC(C)(C)C)=O)NC(C1=CC=C(C=C1)[S@@]1(=N[C@H](CC1)C1=CC=CC=C1)=O)=O |r|